OC(CCNC(=O)C1=NC=CN=C1)(C)C N-(3-hydroxy-3-methylbutyl)pyrazine-2-carboxamide